2,2-Di(4-tert-octylphenyl)-1-picrylhydrazine C(C)(C)(CC(C)(C)C)C1=CC=C(C=C1)N(NC1=C([N+](=O)[O-])C=C([N+](=O)[O-])C=C1[N+](=O)[O-])C1=CC=C(C=C1)C(C)(C)CC(C)(C)C